C(C)(=O)N[C@H]1C(O[C@@H]([C@H]([C@@H]1O)O)CO)C(=O)[C@H](O)[C@@H](O)[C@H](O)[C@H](O)CO N-acetylglucosaminyl-glucose